tert-butyl (S)-(4-(3-chloro-4-(2-chloro-3-((4-formyl-3-methoxypyridin-2-yl)amino)phenyl)pyridin-2-yl)-2-methoxybenzyl)((5-oxopyrrolidin-2-yl)methyl)carbamate ClC=1C(=NC=CC1C1=C(C(=CC=C1)NC1=NC=CC(=C1OC)C=O)Cl)C1=CC(=C(CN(C(OC(C)(C)C)=O)C[C@H]2NC(CC2)=O)C=C1)OC